CC1=C[C@@H]2[C@]([C@@H](C1=O)O)([C@]3(C[C@H]([C@H]([C@@]34CO4)O2)O)C)CO (3α,7α)-3,7,15-trihydroxy-12,13-epoxytrichothec-9-en-8-one